((di-tert-butoxyphosphoryl)oxy)methyl ((2-((chlorocarbonyl)(methyl)amino)pyridin-3-yl)methyl)(3,3,3-trifluoropropyl)carbamate ClC(=O)N(C1=NC=CC=C1CN(C(OCOP(=O)(OC(C)(C)C)OC(C)(C)C)=O)CCC(F)(F)F)C